IC1=CC(=C2CN(C(C2=C1)=O)C1C(NC(CC1)=O)=O)OC 3-(6-iodo-4-methoxy-1-oxoisoindolin-2-yl)piperidine-2,6-dione